COC1=CC=C(C=C1)C1(CCCC1)C(=O)N1[C@H](CCC1)C(=O)NC1=NN(C=C1)C 1-{[1-(4-Methoxyphenyl)cyclopentyl]carbonyl}-N-(1-methyl-1H-pyrazol-3-yl)-D-prolinamide